1,2,3,4-tetrahydro-beta-carboline-3-carboxylate C1NC(CC=2C3=CC=CC=C3NC12)C(=O)[O-]